ClC=1N=CC2=C(N1)C(=C(N=C2OC[C@@H]2COCC(CN2)=NOC)Cl)F (S)-2,7-dichloro-8-fluoro-5-((6-(methoxyimino)-1,4-oxazepan-3-yl)methoxy)pyrido[4,3-d]pyrimidin